5-(4-methyl-2-((6-(2-oxopyrrolidin-1-yl)pyridin-2-yl)amino)thiazol-5-yl)isoindolin-1-one CC=1N=C(SC1C=1C=C2CNC(C2=CC1)=O)NC1=NC(=CC=C1)N1C(CCC1)=O